(S)-9-(5-Cyclopropyl-[1,2,4]oxadiazol-3-yl-methyl)-2-((R)-3-methylmorpholin-4-yl)-8-trifluoromethyl-6,7,8,9-tetrahydro-pyrimido[1,2-a]-pyrimidin-4-one C1(CC1)C1=NC(=NO1)CN1[C@@H](CCN2C1=NC(=CC2=O)N2[C@@H](COCC2)C)C(F)(F)F